tert-butyl (1-(4-(8-(but-3-en-1-yloxy)imidazo[1,2-b]pyridazin-6-yl)-5-fluoropyridin-2-yl)ethyl)(ethyl)carbamate C(CC=C)OC=1C=2N(N=C(C1)C1=CC(=NC=C1F)C(C)N(C(OC(C)(C)C)=O)CC)C=CN2